ClCCC(=C(C1=CC=C(C=C1)O)C1=CC=C(C=C1)N1CCC(CC1)CN1C2CN(C(C1)C2)C2=CC1=CN(C=C1C=C2F)C2C(NC(CC2)=O)=O)C2=CC=CC=C2 5-(5-((1-(4-(4-chloro-1-(4-hydroxyphenyl)-2-phenylbut-1-en-1-yl)phenyl)piperidin-4-yl)methyl)-2,5-diazabicyclo[2.2.1]heptane-2-yl)-2-(2,6-dioxopiperidin-3-yl)-6-fluoroisoindole